N1C=C(C2=CC=CC=C12)CCNC(CCCCCCCCCCCCCCCCCCCCC)=O N-[2-(1H-Indol-3-yl)ethyl]docosanamide